6-chloro-3-((1-(2-(4-methoxyphenyl)-3,6-dimethyl-4-oxo-4H-chromen-8-yl)ethyl)amino)picolinic acid methyl ester COC(C1=NC(=CC=C1NC(C)C=1C=C(C=C2C(C(=C(OC12)C1=CC=C(C=C1)OC)C)=O)C)Cl)=O